6-(2-(6-Methylpyridin-2-yl)-4-(oxetan-3-ylcarbamoyl)-1H-imidazol-1-yl)imidazo[1,2-a]pyridine-3-carboxamide CC1=CC=CC(=N1)C=1N(C=C(N1)C(NC1COC1)=O)C=1C=CC=2N(C1)C(=CN2)C(=O)N